2-((2S)-2-(((2-(3-chlorophenyl)-2-methyl-1-(naphthalen-2-yl)propoxy)carbonyl)amino)-3-cyclohexylpropanamido)-3-((S)-2-oxopyrrolidin-3-yl)propanoic acid ClC=1C=C(C=CC1)C(C(OC(=O)N[C@H](C(=O)NC(C(=O)O)C[C@H]1C(NCC1)=O)CC1CCCCC1)C1=CC2=CC=CC=C2C=C1)(C)C